N-[2-(Dimethylamino)ethyl]-4-[(5-ethynyl-7-{3-methyl-2-oxo-1,3-diazaspiro[4.4]nonan-1-yl}pyrido[2,3-d]pyrimidin-2-yl)amino]-N-methylbenzenesulfonamide CN(CCN(S(=O)(=O)C1=CC=C(C=C1)NC=1N=CC2=C(N1)N=C(C=C2C#C)N2C(N(CC21CCCC1)C)=O)C)C